3-morpholinopropyl 5-(tetradecyloxy)furan-2-carboxylate C(CCCCCCCCCCCCC)OC1=CC=C(O1)C(=O)OCCCN1CCOCC1